CS(=O)(=O)C1=NC=C(C=N1)C#N 2-(methylsulfonyl)pyrimidine-5-carbonitrile